[Na].FC=1C=C2C=CC(NC2=CC1)(\C(=C/C=C/C(=O)O)\C(=O)O)C1=NN(C(=C1)C1=CC=C(C=C1)OC)C1=CC=CC=C1 6-fluoro-2-[5-(4-methoxyphenyl)-1-phenyl-1h-pyrazol-3-yl]quinolinemuconic acid sodium